6-chloro-7-(2-chlorophenyl)-4-((2S)-2-methyl-4-(2-propenoyl)-1-piperazinyl)-1-(2-(2-propanyl)phenyl)pyrido[2,3-d]pyrimidin-2(1H)-one ClC1=CC2=C(N(C(N=C2N2[C@H](CN(CC2)C(C=C)=O)C)=O)C2=C(C=CC=C2)C(C)C)N=C1C1=C(C=CC=C1)Cl